[Mg+2].[NH+]1=CC(=CC=C1)C(=O)O pyridin-1-ium-3-carboxylic acid magnesium